tert-butyl ((1R,3R)-3-(4-(3-cyano-5-(trifluoromethyl)pyridin-2-yl)piperazine-1-carbonyl)cyclobutyl)carbamate C(#N)C=1C(=NC=C(C1)C(F)(F)F)N1CCN(CC1)C(=O)C1CC(C1)NC(OC(C)(C)C)=O